C(#N)C1=CC(=C(COC2=CC=CC(=N2)N2CC(N(CC2)C(=O)OC(C)(C)C)C)C=C1)F tert-butyl 4-(6-((4-cyano-2-fluorobenzyl) oxy) pyridin-2-yl)-2-methylpiperazine-1-carboxylate